5-((2S,3S)-3-amino-2-fluoro-3-(5-fluoro-2,3-dihydrobenzofuran-6-yl)propyl)-1-(tetrahydro-2H-pyran-4-yl)pyrimidine-2,4,6(1H,3H,5H)-trione hydrochloride Cl.N[C@H]([C@H](CC1C(NC(N(C1=O)C1CCOCC1)=O)=O)F)C1=CC2=C(CCO2)C=C1F